N-(4-pentenoyl)-L-tryptophan C(CCC=C)(=O)N[C@@H](CC1=CNC2=CC=CC=C12)C(=O)O